triethyl-[3,3,5,5-tetra-tert.-butyl-1,1-biphenyl-2,2-diyl] phosphite P1(OC2(C(=C(C(C(C2(C(C)(C)C)C(C)(C)C)CC)(C(C)(C)C)C(C)(C)C)CC)C2=C(C=CC=C2)CC)O1)[O-]